COC=1C=C(C=C(C1N)C)C1=CC(=C(N)C(=C1)C)OC 3,3'-Dimethoxy-5,5'-dimethylbenzidine